C1CCC(CC1)C2CCCCC2 dicyclohexane